OCC=1C=C(C=CC1)C=1C=C2C(=NN(C2=CC1)C(C1=CC=CC=C1)(C1=CC=CC=C1)C1=CC=CC=C1)NC(=O)C1CCN(CC1)C N-{5-[3-(hydroxymethyl)phenyl]-1-trityl-1H-indazol-3-yl}-1-methylpiperidine-4-carboxamide